Sodium (2S,SR)-7-oxo-2-(2,2,2-trifluoroethyl)-1,6-diazabicyclo[3.2.1]octan-6-yl sulfate S(=O)(=O)(ON1[C@H]2CC[C@H](N(C1=O)C2)CC(F)(F)F)[O-].[Na+] |&1:5|